(2-mercapto-4-dihydroxyborylphenyl)methane copper [Cu].SC1=C(C=CC(=C1)B(O)O)C